6-Bromo-2-(4,4-difluoropiperidin-1-yl)-8-(1-hydroxyethyl)-3-methylquinazolin-4(3H)-one BrC=1C=C2C(N(C(=NC2=C(C1)C(C)O)N1CCC(CC1)(F)F)C)=O